8-bromo-4-chloro-2,2-dimethyl-2H-benzo[e][1,3]oxazine BrC1=CC=CC=2C(=NC(OC21)(C)C)Cl